C(CCCC)N1C(CCC1)=O N-pentyl-2-pyrrolidone